6-chloro-8-methylpyrimido[5,4-d]pyrimidin-4-amine ClC=1N=C(C=2N=CN=C(C2N1)N)C